BrC1=C(C=C(C(=C1)C)C)OC 1-bromo-2-methoxy-4,5-dimethylbenzene